tert-butyl 2-(1-methylpyrazolo[4,3-b]indol-4(1H)-yl)acetate CN1N=CC=2N(C=3C=CC=CC3C21)CC(=O)OC(C)(C)C